(R)-N-(1-cyclopropylethyl)-5-(8-fluoro-3-methylimidazo[1,2-a]pyridin-6-yl)-7H-pyrrolo[2,3-d]pyrimidin-2-amine C1(CC1)[C@@H](C)NC=1N=CC2=C(N1)NC=C2C=2C=C(C=1N(C2)C(=CN1)C)F